(+)-3-(4-amino-7-cyclopropyl-2-oxopyrido[2,3-d]pyrimidin-1(2H)-yl)-2-methylbenzonitrile NC=1C2=C(N(C(N1)=O)C=1C(=C(C#N)C=CC1)C)N=C(C=C2)C2CC2